1,3-dimethylpiperazin CN1CC(NCC1)C